(R)-1-(1-((6'-Chloro-3-fluoro-4'-((3-hydroxybutyl)amino)-[2,3'-bipyridin]-5-yl)methyl)piperidin-4-yl)cyclopropan-1-ol ClC1=CC(=C(C=N1)C1=NC=C(C=C1F)CN1CCC(CC1)C1(CC1)O)NCC[C@@H](C)O